C(C)(C)(C)C1=CC2=C(C(N(C=3N2C(=NN3)SC3=C(N=CN3C)[N+](=O)[O-])CCC)=O)S1 7-(tert-Butyl)-1-((1-methyl-4-nitro-1H-imidazol-5-yl)thio)-4-propylthieno[2,3-e][1,2,4]triazolo[4,3-a]pyrimidin-5(4H)-one